IMIDAZO[1,5-B]PYRIDAZINE N=1N2C(C=CC1)=CN=C2